(6R)-6-amino-4-methyl-7,8-dihydro-6H-pyrazolo[1,5-a][1,3]diazepin-5-one N[C@H]1C(N(C=2N(CC1)N=CC2)C)=O